NC=1C(=C(C(=CC1)F)N(C(OC(C)(C)C)=O)CC)F tert-Butyl (3-amino-2,6-difluorophenyl)(ethyl)carbamate